1-(azetidin-3-yl)-3-nitro-1H-pyrazole N1CC(C1)N1N=C(C=C1)[N+](=O)[O-]